Bis((perfluoropropan-2-yl)sulfonyl)amide magnesium [Mg+2].FC(C(C(F)(F)F)(S(=O)(=O)[N-]S(=O)(=O)C(C(F)(F)F)(C(F)(F)F)F)F)(F)F.FC(C(C(F)(F)F)(F)S(=O)(=O)[N-]S(=O)(=O)C(C(F)(F)F)(C(F)(F)F)F)(F)F